ClCCC1=CC(=CC=C1)CCl 1-(2-chloroethyl)-3-(chloromethyl)benzene